Tert-butyl-((7R)-2-(2-(1-(cyclopropylmethyl)-6-(2-hydroxypropan-2-yl)-1H-pyrrolo[2,3-b]pyridin-2-yl)-4-methoxy-3-methylbenzofuran-6-carbonyl)-2-azabicyclo[2.2.1]hept-7-yl) carbamate C(N)(O[C@H]1C2(N(CC1CC2)C(=O)C2=CC1=C(C(=C(O1)C1=CC=3C(=NC(=CC3)C(C)(C)O)N1CC1CC1)C)C(=C2)OC)C(C)(C)C)=O